2-Methyl-5-(4-methylpiperazin-1-yl)-N-[(1R)-1-[3-(3-thienyl)phenyl]ethyl]benzamide CC1=C(C(=O)N[C@H](C)C2=CC(=CC=C2)C2=CSC=C2)C=C(C=C1)N1CCN(CC1)C